FC(C)(F)C1=NC=CC(=N1)NC1=C(C=NC(=C1)NC(C)=O)C1=NC=C(C=C1)OCCOC N-(4'-((2-(1,1-difluoroethyl)pyrimidin-4-yl)amino)-5-(2-methoxyethoxy)-[2,3'-bipyridin]-6'-yl)acetamide